FC(C=1C=C(C=C(C1)C(F)(F)F)B(C1=C(C=CC=C1F)F)C1=CC(=CC(=C1)C(F)(F)F)C(F)(F)F)(F)F Bis(3,5-bis(trifluoromethyl)phenyl)(2,6-difluorophenyl)borane